4-(3-methylbenzyl)-1,3-thiazol CC=1C=C(CC=2N=CSC2)C=CC1